C(C)N1N=CC(=C1)C1=CC=2C3=C(C=NC2C=C1OC)N(C(N3C3=C(C=NC=C3C)F)=O)C 8-(1-Ethyl-1H-pyrazol-4-yl)-1-(3-fluoro-5-methylpyridin-4-yl)-7-methoxy-3-methyl-1,3-dihydroimidazo[4,5-c]quinolin-2-one